ClC=1C=C2C(=NC(=NC2=CC1)CO)C (6-chloro-4-methylquinazolin-2-yl)methanol